(6-cyclopropyl-5-(7-hydroxy-7-methyl-5-azaspiro[2.4]heptan-5-yl)pyridin-3-yl)boronic acid C1(CC1)C1=C(C=C(C=N1)B(O)O)N1CC2(CC2)C(C1)(C)O